hexyl-biotin CCCCCCC(CCC[C@H]1[C@@H]2[C@H](CS1)NC(=O)N2)C(=O)O